[cyano-(3-phenoxyphenyl)methyl]2,2,3,3-tetramethylcyclopropane-1-carboxylate C(#N)C(C1=CC(=CC=C1)OC1=CC=CC=C1)OC(=O)C1C(C1(C)C)(C)C